C(C)[C@H]1N(CC[C@H](C1)CC1=NC(=CC=C1F)NC1=NNC(=C1)C)CC1=C(C=CC=C1)C(F)(F)F (2R,4R)-2-ethyl-4-((3-fluoro-6-((5-methyl-1H-pyrazol-3-yl)amino)pyridin-2-yl)methyl)-1-(2-(trifluoromethyl)benzyl)piperidine